(3R)-3-fluoropyrrolidine hydrochloride salt Cl.F[C@H]1CNCC1